dimethoxysilyl ethyl-vinyl ether C(C)C=CO[SiH](OC)OC